N1=CNC2=NC(=CC=C21)NCCN2C(C=CC(=C2)F)O 1-((3H-imidazo[4,5-b]pyridin-5-ylamino)ethyl)-5-fluoropyridin-2-ol